FC=1C=2CCC2C(=C2CCC12)NC(=O)N[S@@](=O)(=N)C=1C=NN2C1O[C@](C2)(C)CO (S,2S)-N-((7-fluorotricyclo[6.2.0.03,6]deca-1,3(6),7-trien-2-yl)carbamoyl)-2-(hydroxymethyl)-2-methyl-2,3-dihydropyrazolo[5,1-b]oxazole-7-sulfonimidamide